NC=1C=2N(C=C(N1)C1=C(C=CC=C1)F)C(=CN2)C=2C=CC(=C(C2)S(=O)(=O)NC2CCC(CC2)(C)O)F 5-(8-amino-6-(2-fluorophenyl)imidazo[1,2-a]pyrazin-3-yl)-2-fluoro-N-((1r,4r)-4-hydroxy-4-methylcyclohexyl)benzenesulfonamide